N-(3-(2-aminopyridin-4-yl)pentan-3-yl)-2-methylpropane-2-sulfinamide NC1=NC=CC(=C1)C(CC)(CC)NS(=O)C(C)(C)C